N2-methyl-6-(2-(pyridin-3-yl)phenoxy)pyridine-2,3-diamine CNC1=NC(=CC=C1N)OC1=C(C=CC=C1)C=1C=NC=CC1